trans-N-(3-(2,4-dimethoxypyridin-3-yl)-1H-pyrrolo[2,3-b]pyridin-6-yl)-2-((dimethylamino)methyl)cyclopropane-1-carboxamide COC1=NC=CC(=C1C1=CNC2=NC(=CC=C21)NC(=O)[C@H]2[C@@H](C2)CN(C)C)OC